FC=1C(=C(C=CC1F)[C@H]1[C@@H](O[C@]([C@H]1C)(C(F)(F)F)C)C(=O)NC1=CC=CC(=N1)C(=O)N)OC 6-((2R,3S,4S,5R)-3-(3,4-difluoro-2-methoxyphenyl)-4,5-dimethyl-5-(trifluoromethyl)tetrahydrofuran-2-carboxamido)picolinamide